FC1=C(C=NC=C1C=1C=NN(C1)C(C)C1=CC=C(C=C1)F)C1=CC=2N(C=C1)N=C(N2)N 7-(4-fluoro-5-(1-(1-(4-fluorophenyl)ethyl)-1H-pyrazol-4-yl)pyridin-3-yl)-[1,2,4]triazolo[1,5-a]pyridin-2-amine